C(O)(=O)F fluorobicarbonate